FC=1C=C(C=C(C1)C1=C(C=CC=C1C)C)[C@H](CC(=O)[O-])NC(=O)NC=1C(N(C=CC1[O-])C)=O.[Na+].[Na+] Natrium (S)-3-(5-Fluoro-2',6'-dimethylbiphenyl-3-yl)-3-(3-(1-methyl-4-oxido-2-oxo-1,2-dihydropyridin-3-yl)ureido)propanoat